COC1(COC2=C1C=CC=C2)C(=O)N 3-methoxybenzofuran-3-carboxamide